C12OCC(CC1)(C2)NC2=C1CN(CC1=CC=C2)C(=O)C2=C(C=C(C=C2O)O)OCC2=CC=CC=C2 (4-((2-Oxabicyclo[2.2.1]heptan-4-yl)amino)isoindolin-2-yl)(2-(benzyloxy)-4,6-dihydroxyphenyl)methanone